4-fluoro-N-{[3-fluoro-4-(propan-2-yl)phenyl](phenyl)methyl}-1-[2-(4-methyl-1H-1,2,3-triazol-5-yl)acetyl]pyrrolidine-2-carboxamide FC1CC(N(C1)C(CC1=C(N=NN1)C)=O)C(=O)NC(C1=CC=CC=C1)C1=CC(=C(C=C1)C(C)C)F